NC1=C(C(=NN1[C@H](C(F)(F)F)C)C1=CC=C(C=C1)CN)C#N 5-amino-3-[4-(aminomethyl)phenyl]-1-[(1S)-2,2,2-tri-fluoro-1-methyl-ethyl]pyrazole-4-carbonitrile